rac-4-fluoro-2-(trans-2-hydroxycyclohexyl)-5-methoxy-6-(4-(1H-pyrazol-1-yl)benzyl)isoindolin-1-one FC1=C2CN(C(C2=CC(=C1OC)CC1=CC=C(C=C1)N1N=CC=C1)=O)[C@H]1[C@@H](CCCC1)O |r|